C1(=CC(=CC=C1)CCCCCCCCCCCCCCCCCCCCC(=O)N)CCCCCCCCCCCCCCCCCCCCC(=O)N m-xylylenebisarachidic acid amide